O=S1(C[C@@H](CC1)NC(=O)C1=NC(=NC=C1)N1C=NC=C1)=O (R)-N-(1,1-dioxidotetrahydrothiophen-3-yl)-2-(1H-imidazol-1-yl)pyrimidine-4-carboxamide